9-triethoxysilyl-3,6-diazanonyl acetate C(C)(=O)OCCNCCNCCC[Si](OCC)(OCC)OCC